COC(\C(\C(C)C)=N/NC1=NC=C(C=C1)C)OC (Z)-2-(2-(1,1-dimethoxy-3-methylbutan-2-ylidene)hydrazino)-5-methylpyridine